N-METHYL-N-(3-METHYL-1H-INDAZOL-4-YL)-1-(4-(TRIFLUOROMETHYL)PYRIDIN-2-YL)-1H-PYRAZOLE-4-SULFONAMIDE CN(S(=O)(=O)C=1C=NN(C1)C1=NC=CC(=C1)C(F)(F)F)C1=C2C(=NNC2=CC=C1)C